C(C)(C)(C)N(C(O)=O)[C@@H]1COCC12CCNCC2.FC=2C=C(OC1CN(C1)C1=C(C(=O)NC3=CN=NC=C3)C=CN=C1)C=C(C2)C(F)(F)F 3-(3-(3-fluoro-5-(trifluoromethyl)phenoxy)azetidin-1-yl)-N-(pyridazin-4-yl)isonicotinamide (S)-tert-butyl-2-oxa-8-azaspiro[4.5]decan-4-ylcarbamate